C1(=CC(=CC=C1)S(=O)(=O)[O-])S(=O)(=O)[O-].[Na+].[Na+] sodium m-benzenedisulfonate